BrC1=C(C=CC(=C1)N1CCN(CC1)C)NC1=NC=C(C(=N1)NCCCNC(=O)C1CCC1)C(F)(F)F N-(3-((2-((2-bromo-4-(4-methylpiperazin-1-yl)phenyl)amino)-5-(trifluoromethyl)pyrimidin-4-yl)amino)propyl)cyclobutanecarboxamide